tert-Butyl 3-(4-hydroxy-7-(1H-pyrazol-1-yl)benzo[d]oxazol-2-yl)-3,8-diazabicyclo[3.2.1]octane-8-carboxylate OC1=CC=C(C2=C1N=C(O2)N2CC1CCC(C2)N1C(=O)OC(C)(C)C)N1N=CC=C1